COC(CC1=CC(=C(C=C1)Br)F)=O (4-bromo-3-fluorophenyl)acetic acid methyl ester